Cl.ClC1=C(C=CC=C1Cl)CC1N(CCOC1)C1=NC(=NC(=N1)C1=CC=C2C=NNC2=C1)N 4-[3-[(2,3-dichlorophenyl)methyl]morpholin-4-yl]-6-(1H-indazol-6-yl)-1,3,5-triazin-2-amine hydrochloride